3-[4-[4-[[4-[(3R,5R)-5-[(1,5-dimethyl-6-oxo-pyridazin-4-yl)amino]-1-methyl-3-piperidyl]phenyl]methyl]piperazin-1-yl]-2-pyridyl]piperidine-2,6-dione CN1N=CC(=C(C1=O)C)N[C@@H]1C[C@@H](CN(C1)C)C1=CC=C(C=C1)CN1CCN(CC1)C1=CC(=NC=C1)C1C(NC(CC1)=O)=O